(S)-ethyl 3-fluoro-5-(1-hydroxyethyl)benzoate FC=1C=C(C(=O)OCC)C=C(C1)[C@H](C)O